C(C)(=O)OCCC\C=C\C=C/CC\C=C/CCCCC (E,Z,Z)-4,6,10-Hexadecatrienyl acetate